N-(2-(4-(dimethylamino)piperidine-1-yl)-4-methoxy-5-((6-((R)-3-(naphthalene-2-yl)isoxazolidine-2-yl)pyrimidine-4-yl)amino)phenyl)acrylamide CN(C1CCN(CC1)C1=C(C=C(C(=C1)OC)NC1=NC=NC(=C1)N1OCC[C@@H]1C1=CC2=CC=CC=C2C=C1)NC(C=C)=O)C